diphenyl-bismuth p-toluenesulfonate CC1=CC=C(C=C1)S(=O)(=O)[O-].C1(=CC=CC=C1)[Bi+]C1=CC=CC=C1